C(C)(C)(C)OC(=O)N1C[C@@H](CC1)NC1=C2C=CC=NC2=C(C=C1)C (R)-3-((8-Methylquinolin-5-yl)amino)pyrrolidine-1-carboxylic acid tert-butyl ester